(1R,2S,5S)-N-(cyano(5-(trifluoromethyl)pyridin-3-yl)methyl)-3-((S)-2-((4-(dimethylamino)phenyl)sulfonamido)-3,3-dimethylbutanoyl)-6,6-dimethyl-3-azabicyclo[3.1.0]hexane-2-carboxamide C(#N)C(NC(=O)[C@@H]1[C@H]2C([C@H]2CN1C([C@H](C(C)(C)C)NS(=O)(=O)C1=CC=C(C=C1)N(C)C)=O)(C)C)C=1C=NC=C(C1)C(F)(F)F